(7-chloro-1H-benzo[d]imidazol-2-yl)((cis)-8-methoxy-5-methyl-7,8-dihydro-1,6-naphthyridin-6(5H)-yl)methanone ClC1=CC=CC2=C1NC(=N2)C(=O)N2[C@@H](C=1C=CC=NC1[C@@H](C2)OC)C